O=C1NC(CC[C@@H]1N1C(C2=CC=CC(=C2C1=O)NCC(=O)N1CCC(CC1)CN1CCC(CC1)CNC1=C2N=CN(C2=NC=N1)C1CC(C1)NC(CC1=CC=CC=C1)=O)=O)=O N-((1s,3s)-3-(6-(((1-((1-((2-(2,6-dioxopiperidin-3-yl)-1,3-dioxoisoindolin-4-yl)glycyl)piperidin-4-yl)methyl)piperidin-4-yl)methyl)amino)-9H-purin-9-yl)cyclobutyl)-2-phenylacetamide